C(C)(C)(C)OC(NCCCOCCCN)=O N-[3-(3-Aminopropoxy)propyl]Carbamic acid tert-butyl ester